(R)-2-((1-(2-cyano-7-methyl-3-(2-methyl-4,6-dihydro-5H-pyrrolo[3,4-d]thiazol-5-yl)quinoxalin-5-yl)ethyl)-amino)benzoic acid C(#N)C1=NC2=CC(=CC(=C2N=C1N1CC=2N=C(SC2C1)C)[C@@H](C)NC1=C(C(=O)O)C=CC=C1)C